BrC=1C(=C2C(=NC1)NC(=N2)C2=CC=C(C=C2)N2CCN(CC2)C=2C=NC=CC2)NC2CCN(CC2)C(C)C 6-Bromo-N-[1-(1-methylethyl)piperidin-4-yl]-2-[4-(4-pyridin-3-ylpiperazin-1-yl)phenyl]-3H-imidazo[4,5-b]pyridin-7-amine